ClC1=CC(=C(N=N1)C(=O)OC)NC1=CC=C(C=C1)N1C(CN(CC1)C)=O Methyl 6-chloro-4-((4-(4-methyl-2-oxopiperazin-1-yl)phenyl)amino)pyridazine-3-carboxylate